(N,N-diisopropylamino)dimethylchlorosilane phenyl-(3-((4-fluorophenyl)ethynyl)-4-(isoquinolin-6-yl)phenyl)carbamate C1(=CC=CC=C1)N(C(O)=O)C1=CC(=C(C=C1)C=1C=C2C=CN=CC2=CC1)C#CC1=CC=C(C=C1)F.C(C)(C)N(C(C)C)[Si](Cl)(C)C